C1(CC1)OC1=NC=CC=C1C=1C=NN2C1N=C(C=C2)NCCNC N1-(3-(2-cyclopropoxypyridin-3-yl)pyrazolo[1,5-a]pyrimidin-5-yl)-N2-methylethane-1,2-diamine